ClC1=C(C(=CC=2C(CCCC12)C=1C=CC=C2C=NNC12)C#N)OCCCl 4-chloro-3-(2-chloroethoxy)-8-(1H-indazol-7-yl)-5,6,7,8-tetrahydronaphthalene-2-carbonitrile